C=C(CCN1CCCC2CCC3C(=C12)C=CN3CCC(C=C)=C)C=C N,N'-bis(3-methylenepent-4-enyl)hexahydropyrroloquinoline